1-(3-(2-(methoxymethyl)benzofuran-5-yl)-6-(3-methoxypropyl)pyrazin-2-yl)piperidine-4-carboxylic acid COCC=1OC2=C(C1)C=C(C=C2)C=2C(=NC(=CN2)CCCOC)N2CCC(CC2)C(=O)O